N-(3-carbamoylphenyl)-2-(4,4-difluoroazepan-1-yl)-6,7-difluoroquinoline-3-carboxamide C(N)(=O)C=1C=C(C=CC1)NC(=O)C=1C(=NC2=CC(=C(C=C2C1)F)F)N1CCC(CCC1)(F)F